6-(6-(4-Methylpiperazin-1-yl)imidazo[1,2-a]pyridin-3-carbonyl)-N-(5-(trifluoromethyl)pyridin-3-yl)-4,5,6,7-tetrahydrothieno[2,3-c]pyridin-3-carboxamid CN1CCN(CC1)C=1C=CC=2N(C1)C(=CN2)C(=O)N2CC1=C(CC2)C(=CS1)C(=O)NC=1C=NC=C(C1)C(F)(F)F